CN1CC(OB(OC(C1)=O)C=C)=O 6-methyl-2-vinyl-1,3,6,2-dioxazaborocane-4,8-dione